C1(=CC=CC=C1)P(C1=CC(=NC=C1)C1=CC=CC=C1)(C1=CC=CC=C1)=O diphenyl-(2-phenylpyridin-4-yl)phosphine oxide